NCCNC1=CC=CC(=N1)C(=O)NC1=CC2=C(N=C(O2)N2CCOCC2)C=C1 6-((2-aminoethyl)amino)-N-(2-morpholinobenzo[d]oxazol-6-yl)picolinamide